2,3,7,8-tetraaminodibenzo-p-dioxin NC1=CC2=C(OC3=C(O2)C=C(C(=C3)N)N)C=C1N